4-((diphenylmethylamino)methyl)-2-methoxyphenol C1(=CC=CC=C1)C(C1=CC=CC=C1)NCC1=CC(=C(C=C1)O)OC